CC1=NC=2C(C(O1)(C)C)=C(C=CC2)O 2,4,4-trimethyl-4H-3,1-benzoxazin-5-ol